4-bromo-6-isopropyl-N1-methylbenzene-1,2-diamine BrC=1C=C(C(=C(C1)C(C)C)NC)N